C(#N)C1N(CSC1)C(CNC(=O)C1=CC=NC2=CC=C(C=C12)N1CC(C1)COC(F)(F)F)=O N-(2-(4-Cyanothiazolidin-3-yl)-2-oxoethyl)-6-(3-((trifluoromethoxy)-methyl)azetidin-1-yl)quinoline-4-carboxamide